6H-pyrimidin N1C=NC=CC1